ClC1=CC(=C(C=C1)C=1N=NN(C1CN1N=CC(=CC1=O)N1CC2(C1)OC[C@@H](CC2)C)CC)F (R)-2-((4-(4-chloro-2-fluorophenyl)-1-ethyl-1H-1,2,3-triazol-5-yl)methyl)-5-(7-methyl-5-oxa-2-azaspiro[3.5]nonan-2-yl)pyridazin-3(2H)-one